BrC=1C=CC(=C(C(=O)O)C1)OC1=CC=C(C=C1)F 5-bromo-2-(4-fluorophenoxy)benzoic acid